6-(4-acryloyl-5-methyl-3,4-dihydroquinoxalin-1(2H)-yl)-2-amino-8-((1r,4r)-4-hydroxy-4-methylcyclohexyl)pyrido[2,3-d]pyrimidin-7(8H)-one C(C=C)(=O)N1CCN(C2=CC=CC(=C12)C)C1=CC2=C(N=C(N=C2)N)N(C1=O)C1CCC(CC1)(C)O